C(C)(C)(C)OC(=O)N[C@@H](CC(=O)OCC1=CC=CC=C1)C(=O)N[C@H](C(NCC=1C=CC=C2C=CC=NC12)=O)COC benzyl (S)-3-((tertbutoxycarbonyl)amino)-4-(((S)-3-methoxy-1-oxo-1-((quinolin-8-ylmethyl)amino)propan-2-yl)amino)-4-oxobutanoate